BrC=1C=NN2C1N=C(N=C2NCC2=NC1=C(N2COCC[Si](C)(C)C)C=CC=C1CCCNC(OC(C)(C)C)=O)S(=O)(=O)C tert-butyl {3-[2-({[8-bromo-2-(methanesulfonyl)pyrazolo[1,5-a][1,3,5]triazin-4-yl]amino}methyl)-1-{[2-(trimethylsilyl)ethoxy]methyl}-1H-benzimidazol-4-yl]propyl}carbamate